C(C)N1C=NC=C1C 1-ethyl-5-methylimidazole